ClC1=NC=C(C(=N1)C=1C=C2C(=NC1)CN(C2=O)[C@@H](C(=O)N[C@H](CO)C=2C=C(C=CC2)C)C)Cl (R)-2-(3-(2,5-dichloropyrimidin-4-yl)-5-oxo-5,7-dihydro-6H-pyrrolo[3,4-b]pyridin-6-yl)-N-((S)-2-hydroxy-1-(m-tolyl)ethyl)propanamide